(5-((3-aminopropyl)sulfonylamino)-1-(tert-butoxy)-1,5-dioxopentan-2-yl)-6-(2-(tert-butoxy)-2-oxoethyl)-3-ethyl-3,6,9,12-tetraazatetradecanedioic acid di-tert-butyl ester C(C)(C)(C)OC(C(N(CCN(CCNCCNCC(=O)OC(C)(C)C)CC(=O)OC(C)(C)C)CC)C(C(=O)OC(C)(C)C)CCC(=O)NS(=O)(=O)CCCN)=O